C(#N)N1[C@H](C[C@H](C1)OC)C(=O)N(C1=CC=C(C=C1)S(F)(F)(F)(F)F)C(C(=O)NCC1(COC1)C)C=1C=NC=CC1 (2R,4R)-1-cyano-4-methoxy-N-[2-[(3-methyloxetan-3-yl)methylamino]-2-oxo-1-(3-pyridyl)ethyl]-N-[4-(pentafluoro-λ6-sulfanyl)phenyl]pyrrolidine-2-carboxamide